N1N=CC=C1C12CC(C1)(C2)C(=O)N2CC1=NC(=C(C(=C1C2)C)Cl)C (3-(1H-pyrazol-5-yl)bicyclo[1.1.1]pentan-1-yl)(3-chloro-2,4-dimethyl-5,7-dihydro-6H-pyrrolo[3,4-b]pyridin-6-yl)methanone